2-methoxy-1,2-diphenylethan-1-one COC(C(=O)C1=CC=CC=C1)C1=CC=CC=C1